C1(CC1)C1=CC(=CC(=N1)NC(C=1C(N(C=C(C1)CNCC1(CCC1)F)C1CC1)=O)=O)C1=C(C=C(C=C1)F)C1=NN=CN1C N-{6-cyclopropyl-4-[4-fluoro-2-(4-methyl-4H-1,2,4-triazol-3-yl)phenyl]-2-pyridyl}-1-cyclopropyl-5-({[(1-fluorocyclobutyl)methyl]amino}methyl)-2-oxo-1,2-dihydronicotinamide